C1(CC1)CNC1(CN(C1)C1=NC=C(C(=C1)F)C1=NNC2=CC=C(C=C12)O[C@H](C)C1=C(C=NC=C1Cl)Cl)C (R)-N-(cyclopropylmethyl)-1-(5-(5-(1-(3,5-dichloropyridin-4-yl)ethoxy)-1H-indazol-3-yl)-4-fluoropyridin-2-yl)-3-methylazetidin-3-amine